NC1CC(CC1)N1N=C(C(=C1OCC)C=1C=C2C=NN(C2=CC1)C)C=1C(=C(C#N)C=CC1)F (1-(3-Aminocyclopentyl)-5-ethoxy-4-(1-methyl-1H-indazol-5-yl)-1H-pyrazol-3-yl)-2-fluorobenzonitrile